O1C(=CC=C1)C=1C=CC(=C(C1)NC1=NC=NC2=CC(=C(C=C12)OC1CCN(CC1)C(C=C)=O)OC)OC1CCOCC1 1-(4-((4-((5-(furan-2-yl)-2-((tetrahydro-2H-pyran-4-yl)oxy)phenyl)amino)-7-methoxyquinazoline-6-yl)oxy)piperidin-1-yl)prop-2-en-1-one